6-bromo-4-{4-[1-(4-fluorophenyl)-2-hydroxyethyl]piperazin-1-yl}-1-methyl-2-oxo-1,2-dihydro-1,5-naphthyridine-3-carbonitrile BrC=1N=C2C(=C(C(N(C2=CC1)C)=O)C#N)N1CCN(CC1)C(CO)C1=CC=C(C=C1)F